2-(4-((4-(2-(5-amino-8-methylbenzo[f][1,7]naphthyridin-2-yl)ethyl)-3-methylphenoxy)methyl)phenyl)-1,1-difluoroethylphosphonic acid NC1=NC2=C(C=3C=C(C=NC13)CCC1=C(C=C(OCC3=CC=C(C=C3)CC(F)(F)P(O)(O)=O)C=C1)C)C=CC(=C2)C